C(C)(CC)OC1=CC2=C(N(C=N2)C2=CC=C(C=C2)N)C=C1 4-(5-sec-butoxy-benzimidazol-1-yl)-phenylamine